11-((3-Iodo-6-methyl-5,5-dioxido-6,11-dihydrodibenzo[c,f][1,2]thiazepin-11-yl)amino)undecanoic acid hydrochloride salt Cl.IC1=CC2=C(C(C3=C(N(S2(=O)=O)C)C=CC=C3)NCCCCCCCCCCC(=O)O)C=C1